(E)-1,4-bis(2-azidoethyl)-1,4-dimethyltetrazene N(=[N+]=[N-])CCN(\N=N\N(C)CCN=[N+]=[N-])C